6-hydroxy-3-azabicyclo[3.1.0]hexane-3-carboxylate OC1C2CN(CC12)C(=O)[O-]